(2,5-dioxotetrahydrofuranyl)-3-methyl-3-cyclohexene-1,2-dicarboxylic anhydride O=C1OC(CC1C12C(C(=CCC1)C)C(=O)OC2=O)=O